C(C)(C)(C)OC(=O)N1CC(C(CC1)OC1=CC(=CC=C1)C(F)(F)F)OC(C)=O 3-acetoxy-4-(3-(trifluoromethyl)phenoxy)piperidine-1-carboxylic acid tert-butyl ester